C(C)(C)(C)OC(=O)NC(CCCCCCCNC(OCCC(C)NC(=O)OC(C)(C)C)=O)C (3-((tert-butoxycarbonyl)amino)butyl) (8-((tert-butoxycarbonyl)amino)nonyl)carbamate